P1OC=CC2=C1C=CC=C2 [1,2]oxaphosphinobenzene